1-tert-butyl-3-((dimethylamino)methylene)piperidine-2,4-dione C(C)(C)(C)N1C(C(C(CC1)=O)=CN(C)C)=O